ClC1=C(C=C(C(=O)N)C=C1[N+](=O)[O-])OCC#CCN1CCN(CC1)C(C(C)C)=O 4-chloro-3-((4-(4-isobutyrylpiperazin-1-yl)but-2-yn-1-yl)oxy)-5-nitrobenzamide